6-((1H-Pyrrolo[2,3-b]pyridin-5-yl)methyl)-7-methyl-N-(3-(trifluoromethyl)phenyl)-4,5,6,7-tetrahydrothieno[2,3-c]pyridin-3-carboxamid N1C=CC=2C1=NC=C(C2)CN2C(C1=C(CC2)C(=CS1)C(=O)NC1=CC(=CC=C1)C(F)(F)F)C